C(C)C=1C=C(C(=O)N)C=CC1N1N=C(C=2C1=NC=CC2N2C=NC(=C2)C=2C=NN(C2)C)C(C)C 3-ethyl-4-{4-[4-(1-methyl-1H-pyrazol-4-yl)-1H-imidazol-1-yl]-3-(propane-2-yl)-1H-pyrazolo[3,4-b]pyridin-1-yl}benzamide